N-(3-aminopyridin-2-yl)-3-((4-(pyridazin-3-yl)phenyl)amino)benzamide NC=1C(=NC=CC1)NC(C1=CC(=CC=C1)NC1=CC=C(C=C1)C=1N=NC=CC1)=O